tetraacetyl-6-azido-6-deoxy-α-D-glucopyranose C(C)(=O)[C@@]1([C@@]([C@]([C@@](O)(O[C@@H]1CN=[N+]=[N-])C(C)=O)(O)C(C)=O)(O)C(C)=O)O